C1=CC2=C(C(=C1)O)N=CC=C2 oxin